C(C)(C)(C)C1=C(N=C(O1)C1CC(CC1)C1=NNC(=C1)NC=1C=CC2=C(CN(S2(=O)=O)C=O)C1F)C(=O)OCC ethyl 5-(tert-butyl)-2-(3-(5-((4-fluoro-2-formyl-1,1-dioxido-2,3-dihydrobenzo[d]isothiazol-5-yl)amino)-1H-pyrazol-3-yl)cyclopentyl)oxazole-4-carboxylate